2-[(4-methoxy-3-methylpyridin-2-yl)methylsulfanyl]-1H-benzimidazole COC1=C(C(=NC=C1)CSC1=NC2=C(N1)C=CC=C2)C